benzyl ((5-(9-((tert-butyldimethylsilyl)oxy)nonyl)pyridin-2-yl)methyl)carbamate [Si](C)(C)(C(C)(C)C)OCCCCCCCCCC=1C=CC(=NC1)CNC(OCC1=CC=CC=C1)=O